C(C)(C)(C)OC(=O)N1C[C@H](C[C@@H](C1)F)N1C(CCCC1=O)C (3'S,5'S)-5'-fluoro-2-methyl-6-oxo[1,3'-bipiperidine]-1'-carboxylic acid tert-butyl ester